ClCC(=O)C1=C(C=C(C=C1F)Cl)F 2-chloro-1-(4-chloro-2,6-difluoro-phenyl)ethanone